N-((7-(5-(difluoromethyl)-1,3,4-oxadiazol-2-yl)imidazo[1,2-a]pyridin-2-yl)methyl)-1-isopropyl-N-phenylazetidine-3-carboxamide FC(C1=NN=C(O1)C1=CC=2N(C=C1)C=C(N2)CN(C(=O)C2CN(C2)C(C)C)C2=CC=CC=C2)F